1-(4-((7-methoxy-4-(naphthalen-1-ylamino)quinazolin-6-yl)oxy)piperidin-1-yl)prop-2-yn-1-one COC1=C(C=C2C(=NC=NC2=C1)NC1=CC=CC2=CC=CC=C12)OC1CCN(CC1)C(C#C)=O